N-(2-(4-cyclopropylpiperazine-1-yl)-5-((6-((R)-3-(2,3-difluorophenyl)isoxazolidine-2-yl)pyrimidine-4-yl)amino)-4-methoxyphenyl)acrylamide C1(CC1)N1CCN(CC1)C1=C(C=C(C(=C1)OC)NC1=NC=NC(=C1)N1OCC[C@@H]1C1=C(C(=CC=C1)F)F)NC(C=C)=O